1-(octyloxy)dodec-1-ene C(CCCCCCC)OC=CCCCCCCCCCC